C=CCC(C/C(=N\\OS(=O)(=O)O)/S[C@H]1[C@@H]([C@H]([C@@H]([C@H](O1)CO)O)O)O)O The molecule is a hydroxy-alkenylglucosinolic acid that consists of 1-thio-beta-D-glucopyranose attached to a 4-hydroxy-6-[(sulfooxy)imino]hex-1-en-6-yl group at the anomeric sulfur. It is a hydroxy-alkenylglucosinolic acid and a secondary alcohol. It derives from a glucobrassicanapin. It is a conjugate acid of a gluconapoleiferin(1-).